Isopropyl naphthalenesulfonate sodium salt [Na].C1(=CC=CC2=CC=CC=C12)S(=O)(=O)OC(C)C